4-Methylhexahydro-1,4-diazin-3-on CN1C(CNCC1)=O